1-methyl-7-oxo-6,7-dihydro-1H-pyrazolo[3,4-d]pyridazin-4-yl 4-methylbenzenesulfonate CC1=CC=C(C=C1)S(=O)(=O)OC=1C2=C(C(NN1)=O)N(N=C2)C